C(C)[C@@H]1CNCC[C@H]1O |r| (+/-)-Trans-3-ethylpiperidin-4-ol